((7R)-7-amino-2-azabicyclo[2.2.1]hept-2-yl)(2-(1-(cyclopropylmethyl)-6-(2-fluoro-3-hydroxyphenyl)-1H-indol-2-yl)-4-methoxy-3-methylbenzo[b]thiophen-6-yl)methanone N[C@H]1C2N(CC1CC2)C(=O)C=2C=C(C1=C(SC(=C1C)C=1N(C3=CC(=CC=C3C1)C1=C(C(=CC=C1)O)F)CC1CC1)C2)OC